N-(2-fluorobenzyl)pyridine-2-amine FC1=C(CNC2=NC=CC=C2)C=CC=C1